NCCCN(CCCNC1=CC(=NC2=CC=CC=C12)C1=C(C=C(C=C1)OC)C)C N1-(3-aminopropyl)-N3-(2-(2-methyl-4-methoxyphenyl)quinolin-4-yl)-N1-methylpropane-1,3-diamine